(3S)-((1-ethyl-1H-1,2,3-triazol-4-yl)methoxy)-2,2-dimethyl-3-(4-methyl-3-(((R)-4-methyl-1,1-dioxido-4,5-dihydropyrido[2,3-f][1,2]thiazepin-2(3H)-yl)methyl)phenyl)propanoic acid C(C)N1N=NC(=C1)CO[C@H](C(C(=O)O)(C)C)C1=CC(=C(C=C1)C)CN1S(C2=C(C[C@H](C1)C)N=CC=C2)(=O)=O